C1(CC1)/C=C/C(=O)OCC (E)-ethyl 3-cyclopropylacrylate